OC1=CC(=C(C=C1CO)P(OCC1=CC=CC=C1)(OCC1=CC=CC=C1)=O)OC dibenzyl (4-hydroxy-5-(hydroxymethyl)-2-methoxyphenyl)phosphonate